C(C)N1C=NC2=C1N=NC=C2C=2C=CC(=C(C2)C2=CC1=C(N=C(O1)C1CCOCC1)C=C2OC)F 6-(5-(7-ethyl-7H-imidazo[4,5-c]pyridazin-4-yl)-2-fluorophenyl)-5-methoxy-2-(tetrahydro-2H-pyran-4-yl)benzo[d]Oxazole